C(C1=CC=CC=C1)OC(=O)N[C@@H](C(=O)OCC)CNC1=NC=CC2=CC=C(C=C12)C1=NOC(=N1)C ethyl (2R)-2-(benzyloxycarbonylamino)-3-[[7-(5-methyl-1,2,4-oxadiazol-3-yl)-1-isoquinolyl]amino]propanoate